(E,Z)-7,9-dodeca-dien-1-yl acetate C(C)(=O)OCCCCCC\C=C\C=C/CC